N-(2,6-dioxo-3-piperidyl)-6-[4-(4-piperidylmethyl)piperazin-1-yl]pyridazin-3-carboxamide tert-Butyl-4-(7-bromo-1H-imidazo[4,5-c]quinolin-2-yl)piperidine-1-carboxylate C(C)(C)(C)OC(=O)N1CCC(CC1)C=1NC2=C(C=NC=3C=C(C=CC23)Br)N1.O=C1NC(CCC1NC(=O)C=1N=NC(=CC1)N1CCN(CC1)CC1CCNCC1)=O